hexafluoro-3,3'-oxybisphthalic acid FC=1C(=C(C(=C(C1C(=O)O)C(=O)O)OC1=C(C(C(=O)O)=C(C(=C1F)F)F)C(=O)O)F)F